O=C1NC(CCC1N1C(C2=CC=CC(=C2C1)CN1CCC(CC1)N1CCC(CC1)C(=O)O)=O)=O 1'-((2-(2,6-dioxopiperidin-3-yl)-1-oxoisoindolin-4-yl)methyl)-[1,4'-bipiperidine]-4-carboxylic acid